2-(5-bromo-2-hydroxyphenyl)-4,5-diphenylimidazole BrC=1C=CC(=C(C1)C=1NC(=C(N1)C1=CC=CC=C1)C1=CC=CC=C1)O